BrC=1C(NC(=NC1C1CCCC1)C=1C=NN(C1C)C)=O 5-bromo-6-cyclopentyl-2-(1,5-dimethyl-1H-pyrazol-4-yl)-4(3H)-pyrimidinone